C(C)(C)(C)OC(=O)N1C(CCCC1)O[Si](C)(C)C(C)(C)C (tert-butyldimethylsilyloxy)piperidine-1-carboxylic acid tert-butyl ester